(2R)-N-((S)-(3-chloro-2,4-difluorophenyl)(cis-1,1-difluorospiro[2.3]hexan-5-yl)methyl)-2-methyl-3-oxopiperazine-1-carboxamide ClC=1C(=C(C=CC1F)[C@@H](NC(=O)N1[C@@H](C(NCC1)=O)C)C1CC2(CC2(F)F)C1)F